6-(2-hydroxy-6-chlorobenzylamino)-9-β-D-arabinofuranosylpurine OC1=C(CNC2=C3N=CN(C3=NC=N2)[C@H]2[C@@H](O)[C@H](O)[C@H](O2)CO)C(=CC=C1)Cl